z-butyl-cyanoacrylate C(CCC)\C=C(/C(=O)[O-])\C#N